C(#N)C1=C(C=C(C=C1)N1C(OC(C1)C(=O)NC1=CC(=C(C=C1)F)F)C(F)(F)F)C(F)(F)F 3-(4-cyano-3-(trifluoromethyl)phenyl)-N-(3,4-difluorophenyl)-2-(trifluoromethyl)oxazolidine-5-carboxamide